NC1=C(C(=NN1C1C(CNCC1)(F)F)C1=CC=C(C=C1)CNC(C1=C(C=CC(=C1)F)OC)=O)C#N N-[[4-[5-amino-4-cyano-1-(3,3-difluoro-4-piperidinyl)pyrazol-3-yl]phenyl]methyl]-5-fluoro-2-methoxy-benzamide